N1N=NC2=C1C=CC=C2C(=O)N2[C@H](C=1C(CC2)=C(N(N1)C)C1=CC(=C(C(=C1)F)F)F)C 1H-benzotriazol-4-yl-[(7S)-2,7-dimethyl-3-(3,4,5-trifluorophenyl)-5,7-dihydro-4H-pyrazolo[3,4-c]pyridin-6-yl]methanone